Diethyl (Z)-2-[1-(tributylstannyl)ethylidene]octanedioate C(CCC)[Sn](\C(\C)=C(/C(=O)OCC)\CCCCCC(=O)OCC)(CCCC)CCCC